ClC=1C=C(C(=C(C1)O)C1=CC2=C(N=N1)N(C=C2)C2CCN(CC2)C)C 5-Chloro-3-methyl-2-[7-(1-methylpiperidin-4-yl)-7H-pyrrolo[2,3-c]pyridazin-3-yl]phenol